2-bromo-1-[1-(fluoromethyl)-2-oxabicyclo[2.1.1]hexan-4-yl]ethanone BrCC(=O)C12COC(C1)(C2)CF